6-(piperazin-1-yl)isonicotinic Acid N1(CCNCC1)C=1N=CC=C(C(=O)O)C1